NCCC[Si](OCC)(OCC)OCC 3-Aminopropyl-triethoxy-silan